FC1=CC2=C(CNCCO2)C=C1 8-fluoro-3,4-dihydrobenzo[f][1,4]oxazepine